O=C1C=2N(C=CN1)N=C(C2)C(=O)N 4-oxo-4,5-dihydropyrazolo[1,5-a]pyrazine-2-carboxamide